5-(hydroxymethyl)-3-methyl-oxazolidin-2-one OCC1CN(C(O1)=O)C